tert-butyl (S)-(1-oxo-1-((phenylmethyl-d2)amino)propan-2-yl)carbamate O=C([C@H](C)NC(OC(C)(C)C)=O)NC([2H])([2H])C1=CC=CC=C1